O=C1NC(CCC1N1C(C2=C(C=CC(=C2C1)NC(C)=O)C)=O)=O N-(2-(2,6-dioxopiperidin-3-yl)-7-methyl-1-oxoisoindolin-4-yl)acetamide